ClP(Cl)[C-]1C=CC=C1.[CH-]1C=CC=C1.[Fe+2] P,P-dichloroferrocenylphosphine